4-[6-[2-methyl-8-(trifluoromethyl)imidazo[1,2-b]pyridazin-6-yl]thieno[3,2-b]pyridin-2-yl]-3,6-dihydro-2H-pyridine-1-carboxylic acid tert-butyl ester C(C)(C)(C)OC(=O)N1CCC(=CC1)C1=CC2=NC=C(C=C2S1)C=1C=C(C=2N(N1)C=C(N2)C)C(F)(F)F